C(C)(=O)N1CC(C1)N1C(N([C@H](C1)C#N)C1=CN=CC2=CC=CC=C12)=O (R)-1-(1-acetylazetidin-3-yl)-3-(isoquinolin-4-yl)-2-oxoimidazoline-4-carbonitrile